6-chloro-3-(difluoromethoxy)-N-(2,4-dimethoxybenzyl)-4-methylpyridin-2-amine ClC1=CC(=C(C(=N1)NCC1=C(C=C(C=C1)OC)OC)OC(F)F)C